CNC1=C(C(N(C2=NC(=CC=C12)C(F)(F)F)C1=CC=CC=C1)=O)C1=CN=CO1 4-(methylamino)-3-(oxazol-5-yl)-1-phenyl-7-(trifluoromethyl)-1,8-naphthyridin-2(1H)-one